4-(4-methylpiperazine-1-yl)phenylboronic acid pinacol ester CN1CCN(CC1)C1=CC=C(C=C1)B1OC(C)(C)C(C)(C)O1